NC1=CC=C(C=C1)S(=O)(=O)NCCOCCOCCOCCOCCC(=O)OC(C)(C)C tert-butyl 3-[2-[2-[2-[2-[(4-aminophenyl)sulfonylamino]ethoxy]ethoxy]ethoxy]ethoxy]propanoate